rel-(S)-tert-butyl ((5-(pyridazin-4-yl)isochroman-1-yl)methyl)carbamate N1=NC=C(C=C1)C1=C2CCO[C@@H](C2=CC=C1)CNC(OC(C)(C)C)=O |o1:11|